C1(CC1)C1=C(C(=NO1)C1=C(C=CC=C1Cl)Cl)CO[C@H]1[C@H]2CN([C@@H](C1)C2)C=2SC1=C(N2)C(=CC(=C1)C(=O)O)F 2-[(1R,4R,5R)-5-{[5-cyclopropyl-3-(2,6-dichlorophenyl)-1,2-oxazol-4-yl]methoxy}-2-azabicyclo[2.2.1]heptan-2-yl]-4-fluoro-1,3-benzothiazole-6-carboxylic acid